C(C#C)NC(C)CC1=CC2=C(C=C1)OCO2 N-Propargyl-3,4-methylenedioxyamphetamine